C(CCCCCCCCCCCCCCCCC)OC(CC)O octadecoxypropan-1-ol